C(C)C(CCCCCCC(=O)O)C(CCCCCCC(=O)O)CC 8,9-diethylhexadecanedioic acid